C(C)OC(CCCCCCN1[C@@H](CCC1)CO)=O (S)-7-(2-(hydroxymethyl)pyrrolidin-1-yl)heptanoic acid ethyl ester